O1[C@H]2[C@H](N(CC1)C=1OC=3C(=NC(=CC3)C3=C(C=C(C=C3C)C(F)(F)F)O)N1)CNC2 2-[2-[(4aR,7aR)-3,4a,5,6,7,7a-Hexahydro-2H-pyrrolo[3,4-b][1,4]oxazin-4-yl]oxazolo[4,5-b]pyridin-5-yl]-3-methyl-5-(trifluoromethyl)phenol